[C@H]12CN(C[C@H](CC1)N2)C2=NC(=NC1=C(C(=CC=C21)C2=CNC1=CC=CC(=C21)C(F)(F)F)F)OCC21CCCN1CCC2 4-((1R,5S)-3,8-diazabicyclo[3.2.1]octan-3-yl)-8-fluoro-2-((tetrahydro-1H-pyrrolizin-7a(5H)-yl)methoxy)-7-(4-(trifluoromethyl)-1H-indol-3-yl)quinazoline